FC(C)(F)C1=CC=CC(=N1)C(=O)NC1=CC2=CN(N=C2C=C1OC)C1CCC(CC1)C=O 6-(1,1-difluoroethyl)-N-[2-(4-formylcyclohexyl)-6-methoxy-2H-indazol-5-yl]pyridine-2-carboxamide